N-(adamantan-1-yl)-2-((5,6-dimethyl-2-oxo-1,2-dihydropyrimidin-4-yl)oxy)acetamide mercury tolylacetate C1(=C(C=CC=C1)CC(=O)[O-])C.[Hg+].C12(CC3CC(CC(C1)C3)C2)NC(COC2=NC(NC(=C2C)C)=O)=O